(2S,4S)-1-tert-butoxycarbonyl-4-ethyl-4-hydroxy-pyrrolidine-2-carboxylic acid C(C)(C)(C)OC(=O)N1[C@@H](C[C@@](C1)(O)CC)C(=O)O